CN(C/C=C/C(=O)N1CC2=C(C(C1)C1=C(C(=CC=C1)F)C=1C(=NN(C1)CC)C(F)(F)F)C(=C(S2)C#N)C)C (E)-6-(4-(dimethylamino)but-2-enoyl)-4-(2-(1-ethyl-3-(trifluoromethyl)-1H-pyrazol-4-yl)-3-fluorophenyl)-3-methyl-4,5,6,7-tetrahydrothieno[2,3-c]pyridine-2-carbonitrile